BrC=1C=C(C=C2C(N(C(=NC12)S(=O)(=O)C)C1CC(C1)O[Si](C)(C)C(C)(C)C)=O)C 8-bromo-3-[3-[tert-butyl(dimethyl)silyl]oxycyclobutyl]-6-methyl-2-methylsulfonylquinazolin-4-one